[(6,6'-bis(naphthalen-1-yl)[1,1'-binaphthalene]-2,2'-diyl)bis(oxy[1,1'-biphenyl]-2,5-diyl)]dimethanol C1(=CC=CC2=CC=CC=C12)C=1C=C2C=CC(=C(C2=CC1)C1=C(C=CC2=CC(=CC=C12)C1=CC=CC2=CC=CC=C12)OC1=C(C=C(C=C1)CO)C1=CC=CC=C1)OC1=C(C=C(C=C1)CO)C1=CC=CC=C1